(2S)-2-[9H-fluoren-9-ylmethoxycarbonyl-(methyl)amino]-3-[3-(trifluoromethoxy)phenyl]propionic acid C1=CC=CC=2C3=CC=CC=C3C(C12)COC(=O)N([C@H](C(=O)O)CC1=CC(=CC=C1)OC(F)(F)F)C